(5-(naphthalen-2-yl)-2-nitrophenyl)boronic acid C1=C(C=CC2=CC=CC=C12)C=1C=CC(=C(C1)B(O)O)[N+](=O)[O-]